2-(2-tert-butoxycarbonylaminoethoxy)ethanol C(C)(C)(C)OC(=O)NCCOCCO